N-(5-((2,6-dioxopiperidin-3-yl)amino)-2-fluorophenyl)acetamide O=C1NC(CCC1NC=1C=CC(=C(C1)NC(C)=O)F)=O